CC(C)(C)OC(=O)N1C(CNCC1)C1=NC(=NC(=C1)Cl)Cl (2,6-dichloropyrimidin-4-yl)piperazine-1-carboxylic acid 2-methylpropan-2-yl ester